8-chloro-3-methyl-7-vinyl-1H-quinoxalin-2-one ClC=1C(=CC=C2N=C(C(NC12)=O)C)C=C